FC1=CC2=C(C(C3=C(SC2)C=C(C(=C3)OC)OC)=O)C=C1F 8,9-difluoro-2,3-dimethoxydibenzo[b,e]thiepin-11(6H)-one